[Pd].[Pd].C1(=CC=CC=C1)C=CC(C=CC1=CC=CC=C1)=O.C1(=CC=CC=C1)C=CC(C=CC1=CC=CC=C1)=O.C1(=CC=CC=C1)C=CC(C=CC1=CC=CC=C1)=O tri(1,5-diphenylpenta-1,4-diene-3-one) dipalladium